The molecule is a dihydroagarofuran sesquiterpenoid that is isolated from Tripterygium wilfordii. It has a role as an antiviral agent and a plant metabolite. It is a bridged compound, a benzoate ester, an acetate ester, a dihydroagarofuran sesquiterpenoid, an organic heterotricyclic compound, an oxacycle and a tertiary alcohol. CC(=O)O[C@H]1[C@H](C[C@@]([C@]23[C@@]1([C@H]([C@H]([C@H]([C@H]2OC(=O)C)C(O3)(C)C)OC(=O)C4=CC=CC=C4)OC(=O)C5=CC=CC=C5)C)(C)O)O